1-iso-propoxy-1,1,3,3,3-pentamethyldisiloxane C(C)(C)O[Si](O[Si](C)(C)C)(C)C